(S)-4-(5-(3-((2-((S)-3-carboxybutyl)-6-methoxybenzo[b]thiophen-5-yl)oxy)propoxy)-4-chloro-6-methoxybenzo[b]thiophen-2-yl)-2-methyl-4-oxobutanoic acid C(=O)(O)[C@H](CCC1=CC2=C(S1)C=C(C(=C2)OCCCOC2=C(C1=C(SC(=C1)C(C[C@@H](C(=O)O)C)=O)C=C2OC)Cl)OC)C